C(OC(CS(=O)(=O)C)C(CN=[N+]=[N-])(C)C)(ON1C(CCC1=O)=O)=O 4-azido-1-(methylsulfonyl)-3,3-dimethyl-2-butyl succinimidyl carbonate